aluminum titanium aluminum vanadium [V].[Al].[Ti].[Al]